CN1CC2CC2(CC1)C1=CC=C(C=C1)B1OC(C(O1)(C)C)(C)C 3-methyl-6-[4-(4,4,5,5-tetramethyl-1,3,2-dioxaborolan-2-yl)phenyl]-3-azabicyclo-[4.1.0]heptane